methyl 5-chloro-2-methoxy-3-methyl-benzoate ClC=1C=C(C(=C(C(=O)OC)C1)OC)C